C(C)OC1=CSC(=C1)C1=NC=NC(=C1)NCCC1=C(C=C(C=C1)OC)CC 3-Ethoxy-5-{6-[2-(2-ethyl-4-methoxy-phenyl)-ethylamino]-pyrimidin-4-yl}-thiophen